ClC1=NC(=CC=C1C(=O)O)N1N=C(C=C1)OCC1(CCC1)C(F)(F)F 2-chloro-6-[3-[[1-(trifluoromethyl)cyclobutyl]meth-oxy]pyrazol-1-yl]pyridine-3-carboxylic acid